(1S,3S)-3-((6-(5-(((4-cyclobutoxypyridin-2-yl)amino)methyl)-1-methyl-1H-1,2,3-triazol-4-yl)-2-methylpyridin-3-yl)oxy)cyclohexane-1-carboxylic acid C1(CCC1)OC1=CC(=NC=C1)NCC1=C(N=NN1C)C1=CC=C(C(=N1)C)O[C@@H]1C[C@H](CCC1)C(=O)O